FC1(CCC2=C1N=C(N=C2C2=NOC(=N2)[C@@H]2CNCC2)N2[C@H](CC2)C)F 3-(7,7-difluoro-2-((S)-2-methylazetidin-1-yl)-6,7-dihydro-5H-Cyclopenta[d]pyrimidin-4-yl)-5-((S)-pyrrolidin-3-yl)-1,2,4-oxadiazole